[Cu+].CC(C=C)(C)C (3,3-dimethyl-1-butene) copper (I)